(1s,3s)-3-(2-(trifluoromethyl)-1H-pyrrolo[2,3-b]pyridin-1-yl)cyclobutyl 1H-imidazole-1-carboxylate N1(C=NC=C1)C(=O)OC1CC(C1)N1C(=CC=2C1=NC=CC2)C(F)(F)F